NOCCCCNC(OCC1C2=CC=CC=C2C=2C=CC=CC12)=O (9H-fluoren-9-yl)methyl (4-(aminooxy)butyl)carbamate